NC(CC1CN(C1)C1=C(C(=C(C(=N1)SC(C(=O)N)C1=CC=CC=C1)C#N)CC)C#N)=O 2-((6-(3-(2-amino-2-oxoethyl)azetidin-1-yl)-3,5-dicyano-4-ethylpyridin-2-yl)sulfanyl)-2-phenylacetamide